C(C)(C)(C)OC(=O)NCCC1=CC(=CC=2C3=CC(=CC=C3N(C12)S(=O)(=O)C1=CC=C(C)C=C1)Cl)NC1=NN(C=C1)C(=O)OC(C)(C)C tert-butyl 3-((1-(2-((tert-butoxycarbonyl)amino)ethyl)-6-chloro-9-tosyl-9H-carbazol-3-yl)amino)-1H-pyrazole-1-carboxylate